(1S,3S)-N1-(5-iodopyridin-2-yl)-N3-(3-(4-methoxybenzyl)-3H-imidazo[4,5-b]pyridin-2-yl)cyclopentane-1,3-diamine IC=1C=CC(=NC1)N[C@@H]1C[C@H](CC1)NC1=NC=2C(=NC=CC2)N1CC1=CC=C(C=C1)OC